FC(C=1C=C(C=CC1)C(NC1=NC=C(C=C1F)F)C=1NC(=C(N1)S(=O)(=N)C)C)F N-[[3-(difluoromethyl)phenyl]-[5-methyl-4-(methylsulfonimidoyl)-1H-imidazol-2-yl]methyl]-3,5-difluoropyridin-2-amine